C(C)(C)(C)OC(=O)N1C(C2=C(C=C(C=C2C1=O)Br)CCO)(C)C 5-bromo-7-(2-hydroxyethyl)-1,1-dimethyl-3-oxoisoindoline-2-carboxylic acid tert-butyl ester